tert-butyl N-[anti-3-[7-(8-chloro-1-naphthyl)-2-[[(2S)-1-methylpyrrolidin-2-yl]methoxy]-6,8-dihydro-5H-pyrido[3,4-d]pyrimidin-4-yl]-3-azabicyclo[3.2.1]octan-8-yl]carbamate ClC=1C=CC=C2C=CC=C(C12)N1CC=2N=C(N=C(C2CC1)N1CC2CCC(C1)C2NC(OC(C)(C)C)=O)OC[C@H]2N(CCC2)C